ethoxycarbonyl-methyl-triphenyl-phosphine C(C)OC(=O)C=1C(=C(C=CC1)P(C1=CC=CC=C1)C1=CC=CC=C1)C